OC=1C=C2C=CC(=NC2=CC1)C#CCCCC[NH-] N-(6-hydroxyquinolin-2-yl)hex-5-ynylamide